2-(2,6-difluorophenoxy)ethan-1-amine FC1=C(OCCN)C(=CC=C1)F